(S)-N-((2S,3R)-3-(cyclohexylmethoxy)-1-(methylamino)-1-oxobutan-2-yl)-2-((S)-2,2-dimethylcyclopropane-1-carbonyl)-6-(1H-pyrazole-4-carbonyl)-2,6-diazaspiro[3.4]octane-8-carboxamide C1(CCCCC1)CO[C@@H]([C@@H](C(=O)NC)NC(=O)[C@@H]1CN(CC12CN(C2)C(=O)[C@@H]2C(C2)(C)C)C(=O)C=2C=NNC2)C